OCCC1CCC12CCN(CC2)C(=O)OC(C)(C)C tert-butyl 1-(2-hydroxyethyl)-7-azaspiro[3.5]nonane-7-carboxylate